N-[3-bromo-4-chloro-2-(2,6-difluorobenzoyl)phenyl]acetamide BrC=1C(=C(C=CC1Cl)NC(C)=O)C(C1=C(C=CC=C1F)F)=O